O[C@@H](CNC)C=1C=C(C=CC1)O (R)-3-(1-hydroxy-2-(methylamino)ethyl)phenol